2-CHLORO-3-METHYLPYRIDINE-4-CARBOXALDEHYDE ClC1=NC=CC(=C1C)C=O